2-(4-(4-(((2S,4R)-2-methyl-1-propionyl-1,2,3,4-tetrahydroquinolin-4-yl)amino)phenyl)-3,6-dihydropyridin-1(2H)-yl)acetamide C[C@@H]1N(C2=CC=CC=C2[C@@H](C1)NC1=CC=C(C=C1)C=1CCN(CC1)CC(=O)N)C(CC)=O